N1=CC=C(C=C1)C1=NNC(=C1)N 3-(pyridin-4-yl)-1H-pyrazol-5-amine